8-((2-((2-hydroxyethyl)(methyl)amino)ethyl)amino)octanoic acid OCCN(CCNCCCCCCCC(=O)O)C